2-(2-Chlorophenyl)-N-{4-[5-(pyrrolidin-1-ylcarbonyl)pyridin-3-yl]-3-sulfamoylphenyl}acetamide ClC1=C(C=CC=C1)CC(=O)NC1=CC(=C(C=C1)C=1C=NC=C(C1)C(=O)N1CCCC1)S(N)(=O)=O